[Hf].C1(CCCCC1)P(C1=C(C=CC=C1)C1=C(C=CC=C1OC)OC)C1CCCCC1 2-dicyclohexylphosphino-2',6'-dimethoxybiphenyl hafnium